(3S)-3-[3-fluoro-4-(4-piperidyl)anilino]piperidine-2,6-dione FC=1C=C(N[C@@H]2C(NC(CC2)=O)=O)C=CC1C1CCNCC1